N-methylnaphthylalanine CN([C@@H](C)C(=O)O)C1=CC=CC2=CC=CC=C12